delta-t-butoxycarbonyl-L-ornithine C(C)(C)(C)OC(=O)C(CC[C@H](N)C(=O)O)N